C(C=C)[Si](C)(C)OC(C)=O allyl(acetoxy)(dimethyl)silane